Cl.FC(C=1C=C2CNCC2=CC1)F 5-(difluoromethyl)isoindoline hydrochloride